COC1=C(C=CC=C1C1=NN(N=C1)C)NC1=C(C=NC(=C1)N1C(N(CC1)C(C)C)=O)C(=O)NC([2H])([2H])[2H] 4-{[2-methoxy-3-(2-methyl-2H-1,2,3-triazol-4-yl)phenyl]amino}-N-(2H3)methyl-6-[2-oxo-3-(propan-2-yl)imidazolidin-1-yl]pyridine-3-carboxamide